(R)-5-bromo-3-(1-(5-fluoro-2-iodophenyl)ethoxy)pyrazin-2-amine BrC=1N=C(C(=NC1)N)O[C@H](C)C1=C(C=CC(=C1)F)I